2-[bis(t-butoxycarbonyl)amino]-4-bromo-3-cyano-indole-1-carboxylic acid tert-butyl ester C(C)(C)(C)OC(=O)N1C(=C(C2=C(C=CC=C12)Br)C#N)N(C(=O)OC(C)(C)C)C(=O)OC(C)(C)C